1-methyl-1'-phenyl-4,4'-bipyridinium C[N+]1=CC=C(C=C1)C1=CC=[N+](C=C1)C1=CC=CC=C1